F[C@H]1[C@@H](CNC1)N(C(OC(C)(C)C)=O)C trans-tert-Butyl (4-fluoropyrrolidin-3-yl)(methyl)carbamate